C(#N)C1=CN(C2=CC=CC=C12)\C(\C(=O)NC)=C/OC1OC(C(=C1)C)=O (Z)-2-(3-cyanoindol-1-yl)-N-methyl-3-[(4-methyl-5-oxo-2H-furan-2-yl)oxy]prop-2-enamide